C(C)OC(CCC1=C(C(=C(C=C1F)N)C(C)=O)F)=O 3-(3-acetyl-4-amino-2,6-difluorophenyl)propionic acid ethyl ester